COC(=O)C=1C=CC2=C(N(C([C@H](CS2)NC(=O)OC(C)(C)C)=O)CC2=CC=C(C=C2)C#N)C1 (3R)-3-(tert-Butoxycarbonylamino)-5-[(4-cyanophenyl)methyl]-4-oxo-2,3-dihydro-1,5-benzothiazepine-7-Carboxylic acid methyl ester